1-[2-chloro-4-[[5-[4-(difluoromethoxy)-2,3-difluoro-phenyl]-1-methyl-imidazole-2-carbonyl]amino]benzoyl]-N-[(3R)-pyrrolidin-3-yl]piperidine-4-carboxamide ClC1=C(C(=O)N2CCC(CC2)C(=O)N[C@H]2CNCC2)C=CC(=C1)NC(=O)C=1N(C(=CN1)C1=C(C(=C(C=C1)OC(F)F)F)F)C